C[C@@H]1CN(C[C@@H](N1)C)C=1N=NC(=CN1)C1=C(C=C(C=C1)C=1C=CC=2N(C1)N=NC2C)O |r| 2-{3-[rac-(3R,5S)-3,5-dimethylpiperazin-1-yl]-1,2,4-triazin-6-yl}-5-(3-methyl[1,2,3]triazolo[1,5-a]pyridin-6-yl)phenol